NC1=NC=NN2C1=C(C=C2C=2C=C(C(=NC2)OC[2H])C(=O)N[C@@H]2CN(C[C@@H]2F)C(C(C)C)=O)C(F)(F)F 5-[4-amino-5-(trifluoromethyl)pyrrolo[2,1-f][1,2,4]triazin-7-yl]-N-[(3R,4S)-4-fluoro-1-(2-methylpropanoyl)pyrrolidin-3-yl]-2-(deutero)methoxy-pyridine-3-carboxamide